N-propargyl-aniline tert-butyl-N-[(1S)-2-amino-2-oxo-1-[[(6R)-5-oxo-4-azaspiro[2.4]heptan-6-yl]methyl]ethyl]carbamate C(C)(C)(C)OC(N[C@H](C(=O)N)C[C@H]1C(NC2(CC2)C1)=O)=O.C(C#C)NC1=CC=CC=C1